(2,4-dichloro-5-methoxyphenyl)boric acid ClC1=C(C=C(C(=C1)Cl)OC)OB(O)O